(2s,3s,4r,5r)-3,4-dihydroxy-N-methyl-5-(6-(((6-methylpyridin-2-yl)methyl)amino)-2-(pyridin-3-yl)-9H-purin-9-yl)tetrahydrofuran-2-carboxamide O[C@@H]1[C@H](O[C@H]([C@@H]1O)N1C2=NC(=NC(=C2N=C1)NCC1=NC(=CC=C1)C)C=1C=NC=CC1)C(=O)NC